tert-butyl 2-(2-((1-(cyclopropylsulfonyl) piperidin-4-yl)amino)-6-methylpyrido[3,4-d]pyrimidin-8-yl)-2,6-diazaspiro[3.4]octane-6-carboxylate C1(CC1)S(=O)(=O)N1CCC(CC1)NC=1N=CC2=C(N1)C(=NC(=C2)C)N2CC1(C2)CN(CC1)C(=O)OC(C)(C)C